ClCC1=CC=C(S1)C(=O)OC methyl 5-(chloromethyl)thiophene-2-carboxylate